C(C)(C)(C)OC(=O)N1CC=2C(=NN3C2C(NCC3CO[Si](C3=CC=CC=C3)(C3=CC=CC=C3)C(C)(C)C)=O)C[C@H]1C (3R)-7-(((tert-butyldiphenylsilyl)oxy)methyl)-3-methyl-10-oxo-3,4,7,8,9,10-hexahydropyrido[4',3':3,4]Pyrazolo[1,5-a]Pyrazine-2(1H)-carboxylic acid tert-butyl ester